tert-butyl ((1-(4-((3-(4-(2-(4-bromophenyl)propan-2-yl)thiazol-2-yl)ureido)methyl)phenyl)piperidin-4-yl)methyl)carbamate BrC1=CC=C(C=C1)C(C)(C)C=1N=C(SC1)NC(NCC1=CC=C(C=C1)N1CCC(CC1)CNC(OC(C)(C)C)=O)=O